5-hex-3-enyloxolan-2-one C(CC=CCC)C1CCC(O1)=O